OC1CC(CC1O)N1C[C@@H]([C@H](CC1)NC(=O)C1=CC(=CC=2N(C=NC21)CC(F)(F)F)C#CCNC=2C(OC)=CC=C(C2)S(=O)(=O)C)C N-[(3S,4S)-1-(3,4-dihydroxycyclopentyl)-3-methyl-4-piperidyl]-6-[3-(4-mesyl-2-anisidino)-1-propynyl]-1-(2,2,2-trifluoroethyl)-1H-1,3-benzimidazole-4-carboxamide